6-(6-ethoxypyridin-3-yl)-N-((2-fluoro-5-methoxybenzyl)oxy)-3-hydroxypyrazine-2-carboxamide C(C)OC1=CC=C(C=N1)C1=CN=C(C(=N1)C(=O)NOCC1=C(C=CC(=C1)OC)F)O